C(C)OCC1(CN(CC1)C1(CC1)C=1C=NC(=CC1)C)CCC1=NN2C(S1)=CN=C2 2-(3-(ethoxymethyl)-1-(1-(6-methylpyridin-3-yl)cyclopropyl)pyrrolidin-3-yl)ethylimidazo[5,1-b][1,3,4]thiadiazole